C(C)(C)(C)OC(=O)N1C(C(CC=CC1)O[Si](C)(C)C(C)(C)C)C1=C(C(=CC=2CCOC21)N)F (5-amino-6-fluoro-2,3-dihydrobenzofuran-7-yl)-3-[tert-butyl-(dimethyl)silyl]oxy-2,3,4,7-tetrahydroazepine-1-carboxylic acid tert-butyl ester